COC1=CC(=NC=C1)\C=C\[C@H](CCC1=CC=CC=C1)NC([C@H](CC1=CC=CC=C1)NC(OCC1=CC=CC=C1)=O)=O Benzyl ((S)-1-(((S,E)-1-(4-Methoxypyridin-2-yl)-5-phenylpent-1-en-3-yl)amino)-1-oxo-3-phenylpropan-2-yl)carbamate